N-(2-hydroxyethyl)-4-(1-((5-methylpyridin-2-yl)methyl)-1H-1,2,3-triazol-4-yl)benzenesulfonamide OCCNS(=O)(=O)C1=CC=C(C=C1)C=1N=NN(C1)CC1=NC=C(C=C1)C